[Na+].N(C)CC(=O)[O-] sarcosine sodium salt